4-amino-8-[2-fluoro-5-(oxetan-3-ylmethoxy)phenyl]-2-oxo-N-propyl-1H-quinoline-3-carboxamide NC1=C(C(NC2=C(C=CC=C12)C1=C(C=CC(=C1)OCC1COC1)F)=O)C(=O)NCCC